((methylsulfonyl)oxy)-1,4-oxaazepane-4-carboxylic acid benzyl ester C(C1=CC=CC=C1)OC(=O)N1CC(OCCC1)OS(=O)(=O)C